ClC1=NC=C2C(=N1)N(N=C2NC=2C(=NC=C(C(=O)[O-])C2)C)C 5-((6-chloro-1-methyl-1H-pyrazolo[3,4-d]pyrimidin-3-yl)amino)-6-methylnicotinate